methylisobutyl-carbinol CC(O)CC(C)C